(2R,3S,4aR,7aR)-2-(4-(cyclopentylamino)phenyl)-1-(2-fluoro-6-methylbenzoyl)-N-(1-(pyridin-3-ylmethyl)-1H-indazol-5-yl)octahydro-1H-cyclopenta[b]pyridine-3-carboxamide C1(CCCC1)NC1=CC=C(C=C1)[C@H]1[C@H](C[C@@H]2[C@H](N1C(C1=C(C=CC=C1C)F)=O)CCC2)C(=O)NC=2C=C1C=NN(C1=CC2)CC=2C=NC=CC2